3-(N-(5-cyano-3-methyl-2-(pyridin-2-yl)phenyl)sulfamoyl)-4-cyclopropylbenzoic acid C(#N)C=1C=C(C(=C(C1)NS(=O)(=O)C=1C=C(C(=O)O)C=CC1C1CC1)C1=NC=CC=C1)C